((1R,5S,6s)-6-((4-(2-aminopropan-2-yl)-6-(3,4-difluorophenyl)pyridin-2-yl)oxy)-3-azabicyclo[3.1.0]hexan-3-yl)(3-methyl-1-(pyrimidin-2-yl)-1H-pyrazol-4-yl)methanone NC(C)(C)C1=CC(=NC(=C1)C1=CC(=C(C=C1)F)F)OC1[C@@H]2CN(C[C@H]12)C(=O)C=1C(=NN(C1)C1=NC=CC=N1)C